6-fluoro-4-(4-fluorophenyl)-N-((1-isobutylpiperidin-4-yl)methyl)-3,4-Dihydroquinoxaline-1(2H)-carboxamide FC=1C=C2N(CCN(C2=CC1)C(=O)NCC1CCN(CC1)CC(C)C)C1=CC=C(C=C1)F